C(C1=CC=CC=C1)OC1=CC=CC=2NC(N(C21)C)=O 4-Benzyloxy-3-methyl-1H-benzimidazol-2-one